5-(1-(2-cyclohexylethyl)piperidin-4-yl)-2-(8-methoxyisoquinolin-5-yl)-2,4-dihydro-3H-1,2,4-triazol-3-one C1(CCCCC1)CCN1CCC(CC1)C=1NC(N(N1)C1=C2C=CN=CC2=C(C=C1)OC)=O